(R)-(3-aminopiperidin-1-yl)(2-(1-benzyl-2,3-dihydro-1H-pyrrolo[1,2,3-de]quinoxalin-5-yl)-7-methoxy-1-methyl-1H-benzo[d]imidazol-5-yl)methanone N[C@H]1CN(CCC1)C(=O)C1=CC2=C(N(C(=N2)C2=CC=3C=4N2CCN(C4C=CC3)CC3=CC=CC=C3)C)C(=C1)OC